1,4,7,10-Tetraazacyclododecane N1CCNCCNCCNCC1